ClCC1CN(CC1)C1=CC=CC=C1 3-(chloromethyl)-1-phenylpyrrolidine